NC(CC(=O)O)C(NC(COC(C(C)C)=O)CC)=O 3-amino-3-({1-[(2-methylpropanoyl)oxy]butan-2-yl}carbamoyl)propionic acid